N-decyl-4-(dimethylamino)-N-(hexadeca-1-en-7-yl)butanamide C(CCCCCCCCC)N(C(CCCN(C)C)=O)C(CCCCC=C)CCCCCCCCC